BrC=1SC(=CC1CO)CC (2-bromo-5-ethyl-3-thienyl)methanol